r-8-methyl-6-(1-oxetan-3-ylpyrrolidin-3-yloxy)-2-thieno[2,3-c]pyridin-5-yl-3H-quinazolin-4-one CC=1C=C(C=C2C(NC(=NC12)C=1C=C2C(=CN1)SC=C2)=O)O[C@H]2CN(CC2)C2COC2